FC1=C(C=O)C=C(C(=C1)OC)C 2-fluoro-4-methoxy-5-methylbenzaldehyde